C(C)(C)(C)OC(=O)N1CCC(CC1)C=1SC(=CN1)NC(=O)OC(C)(C)C Tert-butyl-4-(5-((tert-butoxycarbonyl)amino)thiazol-2-yl)piperidine-1-carboxylate